O=N[C@@H](CC(C)C)C(=O)O KETOLEUCIN